5-(2,5-dihydroxy-4-(4-hydroxy-3-sulfophenylaminocarbonyl)benzamido)-2-hydroxybenzenesulfonic acid OC1=C(C(=O)NC=2C=CC(=C(C2)S(=O)(=O)O)O)C=C(C(=C1)C(=O)NC1=CC(=C(C=C1)O)S(=O)(=O)O)O